CC1=NC=NC(=C1)N1CCN(CC1)C(C)C1=CC=CC=C1 4-methyl-6-[4-(1-phenylethyl)piperazin-1-yl]pyrimidine